8-(4,4,5,5-tetramethyl-1,3,2-dioxaborolan-2-yl)-2H-pyrido[4,3-b][1,4]oxazin-3(4H)-one CC1(OB(OC1(C)C)C1=CN=CC2=C1OCC(N2)=O)C